2-(4-((4-(3-fluoro-4-(trifluoromethyl)phenyl)-5-oxo-4,5-dihydro-1H-1,2,4-triazole-1-yl)methyl)-2-methylphenoxy)-2-methylpropionic acid FC=1C=C(C=CC1C(F)(F)F)N1C=NN(C1=O)CC1=CC(=C(OC(C(=O)O)(C)C)C=C1)C